2-cyclopropoxy-4-(ethoxycarbonyl)-5-fluorobenzoic acid C1(CC1)OC1=C(C(=O)O)C=C(C(=C1)C(=O)OCC)F